C(C)(C)C=1C(=NNC1C=1C=C(C=2N(C1)N=CN2)C)C(=O)NC2CCN(CC2)C2COC2 4-isopropyl-5-(8-methyl-[1,2,4]triazolo[1,5-a]pyridin-6-yl)-N-(1-(oxetan-3-yl)piperidin-4-yl)-1H-pyrazole-3-carboxamide